N-(6-ETHYL-2-METHYL-2H-INDAZOL-7-YL)-1-(2-(TRIFLUOROMETHYL)PYRIDIN-4-YL)-1H-PYRAZOLE-4-SULFONAMIDE C(C)C=1C=CC2=CN(N=C2C1NS(=O)(=O)C=1C=NN(C1)C1=CC(=NC=C1)C(F)(F)F)C